bis(methylcyclopentadienyl)tin CC1(C=CC=C1)[Sn]C1(C=CC=C1)C